2-chloromethyl-3,5-lutidine ClCC1=NC=C(C=C1C)C